FC=1C(=C(C=CC1)NC1=C(NC2=C1C(NCC2)=O)C2=C(C=NC=C2)C#C[C@@]2(N(CCC2)C(=O)OC(C)(C)C)C)C tert-butyl (2R)-2-[2-(4-{3-[(3-fluoro-2-methylphenyl) amino]-4-oxo-1H,5H,6H,7H-pyrrolo[3,2-c]pyridin-2-yl} pyridin-3-yl) ethynyl]-2-methylpyrrolidine-1-carboxylate